Cl.O=C1NC(C=CC1N1C(C2=CC(=C(C=C2C1=O)N1CCNCC1)F)=O)=O 2-(2,6-dioxopyridin-3-yl)-6-fluoro-5-(piperazin-1-yl)isoindole-1,3-dione hydrochloride